C(C)(C)OCCO 2-isopropoxyethanol